8-((1S,2S)-2-(difluoromethyl)cyclopropyl)-6-(2,4-dioxo-1,2,3,4-tetrahydropyrimidine-5-yl)imidazo[1,2-b]pyridazine-2-carboxamide FC([C@@H]1[C@H](C1)C=1C=2N(N=C(C1)C=1C(NC(NC1)=O)=O)C=C(N2)C(=O)N)F